OC(CO[N@@+]1(CC=CC=C1)[O-])CN1CCCCC1 (Z)-(R)-N-[2-hydroxy-3-(1-piperidinyl)-propoxy]-pyridine-1-oxide